FC1CNCC12CN(C2)C(=O)C2(CCN(CC2)C2=CN=NC(=C2)C2=C(C=CC=C2)O)C2=CC=CC=C2 (8-fluoro-2,6-diazaspiro[3.4]octan-2-yl)(1-(6-(2-hydroxyphenyl)pyridazin-4-yl)-4-phenylpiperidin-4-yl)methanone